C(C1=CC=CC=C1)N1N=C(N=C1)C(=O)NC1C(N(C=2N(CC1)C(=NC2)C)C)=O 1-Benzyl-N-(1,7-dimethyl-2-oxo-4,5-dihydro-3H-imidazo[1,5-a][1,3]diazepin-3-yl)-1,2,4-triazol-3-carboxamid